3-hydroxy-2-(hydroxymethyl)propyl 2-butyloctanoate C(CCC)C(C(=O)OCC(CO)CO)CCCCCC